C(C)OC(=O)C=1N=C2N(C=CC=N2)C1Br 3-bromoimidazo[1,2-a]pyrimidine-2-carboxylic acid ethyl ester